(tetrahydrofuran-3-yl)carbamate O1CC(CC1)NC([O-])=O